CS(=O)(=O)O[C@@H]1CN(CC1)C(=O)OC(C)(C)C (S)-tert-butyl 3-((methylsulfonyl)oxy)pyrrolidine-1-carboxylate